7-(4-bromo-2-methyl-pyrazol-3-yl)-6-fluoro-chromane-8-carbonitrile BrC1=C(N(N=C1)C)C1=C(C=C2CCCOC2=C1C#N)F